(6S,E)-benzeneFormic acid C1(=CC=CC=C1)C(=O)O